FC=1C(=C(C=CC1F)[C@@H]1[C@H](O[C@@]([C@@H]1C)(C(F)(F)F)C)C(=O)NC1=CC(=NC(=C1)F)C(=O)N)OC 4-[[(2S,3r,4r,5s)-3-(3,4-difluoro-2-methoxy-phenyl)-4,5-dimethyl-5-(trifluoromethyl)tetrahydrofuran-2-carbonyl]amino]-6-fluoro-pyridine-2-carboxamide